C(CCCCCCCCCCCC)[N+]1=CC=C(C=C1)C N-tridecyl-4-methylpyridinium